8-chloro-6-(difluoromethoxy)-N-methyl-N-[(1S)-1-(2-pyrimidin-2-yl-1,2,4-triazol-3-yl)ethyl]quinazolin-4-amine ClC=1C=C(C=C2C(=NC=NC12)N([C@@H](C)C=1N(N=CN1)C1=NC=CC=N1)C)OC(F)F